C(CCCCCCCCCCCCCCCCC)NC(=O)C1=CC=C(O1)C(=O)[O-] 5-(octadecylcarbamoyl)furan-2-carboxylate